C(=O)ONC(=S)N thioureido formate